(4-{m-[6-(hydroxymethyl)-3-pyridyl]phenyl}-1-piperidyl)(3-methyl-1-phenyl-5-pyrazolyl)methanone OCC1=CC=C(C=N1)C=1C=C(C=CC1)C1CCN(CC1)C(=O)C1=CC(=NN1C1=CC=CC=C1)C